C(C)(C)(C)[Si](OCCCCCCCCCCCC(CCO)CCCCCCCCC)(C1=CC=CC=C1)C1=CC=CC=C1 14-((tert-butyldiphenyl-silyl)oxy)-3-nonyltetradecan-1-ol